OCCNC(=O)C1=CN=CC2=CC=CC=C12 isoquinoline-4-carboxylic acid (2-hydroxy-ethyl)-amide